FC1=CC=C(C=C1)CC(=O)NC1=CC=C(C=C1)COC(=O)N([C@@H](C(=O)OCC#N)CO)C cyanomethyl (2R)-2-[[4-[[2-(4-fluorophenyl)acetyl]amino]phenyl]methoxycarbonyl-methylamino]-3-hydroxypropanoate